FC=1C=C2C(=NC1)NC=C2C=2N=C(C1=C(N2)N(C=C1)CCO)NC1C(C2CCC1CC2)C(=O)O (+/-)-trans-3-((2-(5-fluoro-1H-pyrrolo[2,3-b]pyridin-3-yl)-7-(2-hydroxyethyl)-7H-pyrrolo[2,3-d]pyrimidin-4-yl)amino)bicyclo[2.2.2]octane-2-carboxylic acid